FC=1C=C2C3=C(NC2=CC1C(=O)NC(C)C1=CC(=CC=C1)F)C=NC=C3 6-fluoro-N-(1-(3-fluorophenyl)ethyl)-9H-pyrido[3,4-b]indole-7-carboxamide